tert-butyl 3-bromo-7-(5-methoxypyrimidin-2-yl)-1H-indole-1-carboxylate BrC1=CN(C2=C(C=CC=C12)C1=NC=C(C=N1)OC)C(=O)OC(C)(C)C